2-(tert-butyloxycarbonyl)-2-azabicyclo[2.1.1]Hexane-1-carboxylic acid C(C)(C)(C)OC(=O)N1C2(CC(C1)C2)C(=O)O